CC=1C=C(C=CC1)C12CC3(CC(CC(C1)C3)C2)C(=O)O 3-(3-methylphenyl)adamantane-1-carboxylic acid